C(C1=CC=CC=C1)SC1=C(C=C(C2=C1CCO2)[N+](=O)[O-])C(=O)OC methyl 4-(benzylthio)-7-nitro-2,3-dihydrobenzofuran-5-carboxylate